NCC1=CC2=C(N(C(=N2)CN2C(C3(C4=C(C=C(C=C24)F)F)CC3)=O)CCCCF)C=C1 1'-((5-(aminomethyl)-1-(4-fluorobutyl)-1H-benzo[d]imidazol-2-yl)methyl)-4',6'-difluorospiro[cyclopropane-1,3'-indol]-2'-one